[N-]=C=O.[N-]=C=O.COC=1C=CC=CC1C1=C(C=CC=C1)OC 3,3'-dimethoxy-4,4-biphenyl diisocyanate